C1(CCCC1)N1C(N(C=2C=NC(=CC21)NC2=C(C=CC=C2)C)C)=O 1-Cyclopentyl-3-methyl-6-(2-methylphenylamino)-1,3-dihydro-2H-imidazo[4,5-c]pyridin-2-one